6-(6-bromo-4-methoxy-2-methylindazol-3-yl)-8-(difluoromethoxy)-4-methyl-3,4-dihydro-2H-isoquinolin-1-one BrC=1C=C(C2=C(N(N=C2C1)C)C=1C=C2C(CNC(C2=C(C1)OC(F)F)=O)C)OC